ClC1=C(C(=CC=C1)C)NC(=O)C=1C(=NC(=NC1)NC1=CC=C(C=C1)N1CCN(CC1)C)NC1=C(C=CC=C1NC(C=C)=O)F N-(2-chloro-6-methylphenyl)-4-{[2-fluoro-6-(prop-2-enamido)phenyl]amino}-2-{[4-(4-methylpiperazin-1-yl)phenyl]amino}pyrimidine-5-carboxamide